(1aRS,7bSR)-5-{2-[(Z)-3-(3-hydroxy-azetidin-1-yl)prop-1-enyl]-4-fluorobenzene-sulfonylamino}-1,1a,2,7b-tetrahydrocyclopropa-[c]chromene-4-carboxylic acid OC1CN(C1)C\C=C/C1=C(C=CC(=C1)F)S(=O)(=O)NC1=CC=C2[C@@H]3[C@H](COC2=C1C(=O)O)C3 |r|